1-(4-cyanobenzyl)-1H-indol C(#N)C1=CC=C(CN2C=CC3=CC=CC=C23)C=C1